C12(CC3CC(CC(C1)C3)C2)C2=C(C=CC(=C2)C(C)(C)C)O 2-(adamantan-1-yl)-4-(tert-butyl)phenol